BrC=1C=C(C(=NC1)C)N1C(C(=C(C=C1C)OCC1=NC=C(C=C1F)F)Cl)=O 5'-bromo-3-chloro-4-[(3,5-difluoropyridin-2-yl)methoxy]-2',6-dimethyl-[1,3'-bipyridin]-2-one